OC(C)(C)C1=NC(=CC(=N1)NC(C1=C(C=C(C=C1)S(NC1(COC1)C)(=O)=O)N1CCC2(CC2)CC1)=O)C N-(2-(2-Hydroxypropan-2-yl)-6-methylpyrimidin-4-yl)-4-(N-(3-methyloxetan-3-yl)sulfamoyl)-2-(6-azaspiro[2.5]octan-6-yl)benzamide